ClC=1C(=C(C(=C(C(=O)OC)C1)C)C)C#N methyl 5-chloro-4-cyano-2,3-dimethylbenzoate